ClC=1C(=NC(=CC1)OC)C(NC)=S chloro-6-methoxy-N-methylpyridine-2-carbothioamide